ClC1=C2C(=NC(=C1)OC)NC(=C2)C(=O)NC2CC[Si](CC2)(C)C 4-chloro-N-(1,1-dimethylsilacyclohex-4-yl)-6-methoxy-1H-pyrrolo[2,3-b]pyridine-2-carboxamide